((5S,7aS)-5-(fluoromethyl)-2-methylenetetrahydro-1H-pyrrolizin-7a(5H)-yl)-methanol FC[C@H]1N2CC(C[C@@]2(CC1)CO)=C